2-fluoro-N-(4-nitrophenethyl)-9H-purin-6-amine FC1=NC(=C2N=CNC2=N1)NCCC1=CC=C(C=C1)[N+](=O)[O-]